C(CCCCCCCCC)C(=O)CCCCCCCCCCCCCCCCCCCCCCCC n-tetracosyl decyl ketone